Methyl 2-(4-(8-amino-5-(4-((tert-butoxycarbonyl)(methyl)amino)cyclohex-1-en-1-yl)-3-isopropylimidazo[1,5-a]pyrazin-1-yl)naphthalen-1-yl)acetate NC=1C=2N(C(=CN1)C1=CCC(CC1)N(C)C(=O)OC(C)(C)C)C(=NC2C2=CC=C(C1=CC=CC=C21)CC(=O)OC)C(C)C